C(C=C)(=O)O.C(C=C)(=O)O.OCCC 1-hydroxymethyl-ethane diacrylate